ClC1=CC(=C(C=C1)C1=NC(=NN1)O)F 5-(4-chloro-2-fluorophenyl)-1H-1,2,4-triazol-3-ol